(R)-4-((4-((1-(3-(difluoromethyl)-2-fluorophenyl)ethyl)amino)-6-(1-(fluoromethyl)cyclopropyl)-2-methyl-7-oxo-6,7-dihydropyrido[4,3-d]pyrimidin-8-yl)oxy)pyridinecarbonitrile FC(C=1C(=C(C=CC1)[C@@H](C)NC=1C=2C(N=C(N1)C)=C(C(N(C2)C2(CC2)CF)=O)OC2=CC(=NC=C2)C#N)F)F